FC=1C=C(C=CC1)N1N=C(C=C(C1=O)C(=O)N[C@@H](C)[C@H](C)O)C1=CC=C(C=C1)OC |o1:17,19| rel-2-(3-fluorophenyl)-N-[(2S,3S)-3-hydroxybut-2-yl]-6-(4-methoxyphenyl)-3-oxo-2,3-dihydropyridazine-4-carboxamide